N1C=C(C2=CC=CC=C12)C[C@@H]1C(N[C@H](C2=NC3=CC=C(C=C3C(N21)=O)I)C(C)C)=O (1S,4R)-4-((1H-indol-3-yl)methyl)-8-iodo-1-isopropyl-1,2-dihydro-6H-pyrazino[2,1-b]quinazoline-3,6(4H)-dione